OC(CCCC)C1=C(C(=O)O)C=CC=C1 2-(alpha-hydroxy-n-pentyl)benzoic acid